2-(3,3-difluoropyrrolidine-1-yl)-5-nitropyridine FC1(CN(CC1)C1=NC=C(C=C1)[N+](=O)[O-])F